OC=1C=C2CC[C@H]([C@H](C2=CC1)C1=CC=C(C=C1)N1CCC(CC1)N1CCN(CC1)CC1=CC=C(C=C1)C1C(NC(CC1)=O)=O)C1=CC=CC=C1 3-(4-((4-(1-(4-((1S,2R)-6-hydroxy-2-phenyl-1,2,3,4-tetrahydronaphthalen-1-yl)phenyl)piperidin-4-yl)piperazin-1-yl)methyl)phenyl)piperidine-2,6-dione